(2R)-2-(6-{5-chloro-2-[(1-methyl-1H-1,2,3-triazol-4-yl)amino]pyrimidin-4-yl}-1-oxo-2,3-dihydro-1H-isoindol-2-yl)-N-[(1S)-1-(3-ethoxy-5-fluorophenyl)-2-hydroxyethyl]propanamide ClC=1C(=NC(=NC1)NC=1N=NN(C1)C)C1=CC=C2CN(C(C2=C1)=O)[C@@H](C(=O)N[C@H](CO)C1=CC(=CC(=C1)F)OCC)C